COC(=O)C=1SC2=C(C1C1=C(C(=NC=C1F)C)F)C=CC(=C2)F 3-(3,5-difluoro-2-methylpyridin-4-yl)-6-fluoro-1-benzothiophene-2-carboxylic acid methyl ester